(E)-3-benzo[1,3]dioxol-5-yl-N,N-diphenylacrylamide O1COC2=C1C=CC(=C2)/C=C/C(=O)N(C2=CC=CC=C2)C2=CC=CC=C2